C(C)(C)(C)OC(=O)N[C@@H](C(=O)NC(C(C(=O)O)(C)C)C)CC1=CC(=C(C=C1)OC)Cl 3-((R)-2-((tert-Butoxycarbonyl)amino)-3-(3-chloro-4-methoxyphenyl)propanamido)-2,2-dimethylbutanoic acid